BrC=1N=C(N(N1)C1=NC=CC=N1)C(C)NC(C1=CC(=CC(=C1)S(=O)(=O)C(F)(F)F)C(F)(F)F)=O N-[1-(5-bromo-2-pyrimidin-2-yl-1,2,4-triazol-3-yl)ethyl]-3-(trifluoromethyl)-5-(trifluoromethylsulfonyl)benzamide